Fmoc-L-glutamic acid-1-tert-butyl ester C(C)(C)(C)OC([C@@H](NC(=O)OCC1C2=CC=CC=C2C2=CC=CC=C12)CCC(=O)O)=O